ClC1=C(C(=O)OC)C=CC=C1C=1C(=NNC1)C#N methyl 2-chloro-3-(3-cyano-1H-pyrazol-4-yl)benzoate